OC1=C(C2=CC=CC=C2C=C1)CC1=C(C=CC2=CC=CC=C12)NS(=O)(=O)C1=CC=CC=C1 N-(1-((2-hydroxynaphthalen-1-yl)methyl)naphthalen-2-yl)benzenesulfonamide